FC(C=1C=C(\C=C\2/OC3=C(C2=O)C=CC(=C3)O)C=C(C1)C(F)(F)F)(F)F (Z)-2-(3,5-bis(trifluoromethyl)benzylidene)-6-hydroxybenzofuran-3(2H)-one